COCC1(CCC(CC1)C=1C(=NN2C1CN(CC2)C(C(C)C)=O)CN(CCNC)C)COC 1-(3-(4,4-bis(methoxy-methyl)cyclohexyl)-2-((methyl(2-(methylamino)-ethyl)amino)methyl)-6,7-dihydropyrazolo[1,5-a]-pyrazin-5(4H)-yl)-2-methylpropan-1-one